ethyl 7,7-dimethyl-4,5-dihydro-1H-pyrano[3,4-c]pyrazole-3-carboxylate CC1(OCCC2=C1NN=C2C(=O)OCC)C